5-(6-methyl-5-((1S,2R)-2-vinylcyclopropyl)pyridazin-3-yl)pyrimidine CC1=C(C=C(N=N1)C=1C=NC=NC1)[C@@H]1[C@H](C1)C=C